carbon tetraisobutene C=C(C)C.C=C(C)C.C=C(C)C.C=C(C)C.[C]